1-{1-[5-(2,4-DIOXO-1,3-DIAZINAN-1-YL)PYRIDIN-2-YL]-3,3-DIFLUOROPIPERIDINE-4-CARBONYL}-4-METHYLPIPERIDINE-4-CARBOXYLIC ACID O=C1N(CCC(N1)=O)C=1C=CC(=NC1)N1CC(C(CC1)C(=O)N1CCC(CC1)(C(=O)O)C)(F)F